Cl.O=S1(CCC(CC1)N)=O 1,1-dioxothian-4-amine hydrochloride